5-[(2-butyl-1-oxooctyl)oxy]pentanoic acid-7-butyl-21-(10-butyl-3,9-dioxo-2,8-dioxahexadecan-1-yl)-19-[3-(diethylamino)propyl]-8-oxo-19-aza-9-oxadocosan-22-yl ester C(CCC)C(CCCCCC)C(OCCCCCCCCCN(CC(COC(CCCCOC(C(CCCCCC)CCCC)=O)=O)COC(CCCCOC(C(CCCCCC)CCCC)=O)=O)CCCN(CC)CC)=O